3-(2-hydroxyethyl)-1,2-dimethyl-4,9-dioxo-4,9-dihydro-1H-naphtho[2,3-d]imidazole OCCN1C(N(C2=C1C(C1=CC=CC=C1C2=O)=O)C)C